FC1=CC(=CC2=C1N=C(S2)NC(=O)[C@H]2CN(CCC2)CCN(C)C)F (R)-N-(4,6-difluorobenzo[d]thiazol-2-yl)-1-(2-(dimethylamino)ethyl)piperidine-3-carboxamide